2-chloro-α,α-difluoro-4-(trifluoromethyl)-phenylpropionic acid ClC1=C(C=CC(=C1)C(F)(F)F)CC(C(=O)O)(F)F